CC1=C(C(=C(C(=C1)N)N)C)Br Methyl-4-bromo-3-methylbenzene-1,2-diamine